5-ethoxycarbonyl-1-pivaloyl-indole C(C)OC(=O)C=1C=C2C=CN(C2=CC1)C(C(C)(C)C)=O